OCCCN1C(N(C=2N=C(N(C2C1=O)CC1=CC=C(C#N)C=C1)OC1=CC(=CC=C1)OC(F)(F)F)C)=O 4-((1-(3-hydroxypropyl)-3-methyl-2,6-dioxo-8-(3-(trifluoromethoxy)phenoxy)-2,3-dihydro-1H-purin-7(6H)-yl)methyl)benzonitrile